tert-Butyl (7-(4-amino-3-butyl-2,6-dioxo-3,6-dihydropyrimidin-1(2H)-yl)spiro[3.5]nonan-2-yl)(methyl)carbamate NC=1N(C(N(C(C1)=O)C1CCC2(CC(C2)N(C(OC(C)(C)C)=O)C)CC1)=O)CCCC